Ethyl 2-((4-chloropyrimidin-5-yl) amino)-2-carbonylacetate ClC1=NC=NC=C1NC(C(=O)OCC)=C=O